ClC=1C(=CC(=C(CN[C@H](CO)C(=O)O)C1)OC)NCC=1C(=C(C=CC1)C1=CC=CC=C1)C (5-Chloro-2-methoxy-4-(((2-methyl-[1,1'-biphenyl]-3-yl)methyl)amino)benzyl)-D-serine